S(=O)(=O)(ON1[C@@H]2CC[C@H](N(C1=O)C2)C(NS(=O)(=O)C=2N(C=CN2)C)=N)O (2S,5R)-2-(N-((1-methyl-1H-imidazol-2-yl)sulfonyl)carbamimidoyl)-7-oxo-1,6-diazabicyclo[3.2.1]octan-6-yl hydrogen sulfate